N-phenyl-4-(4,4,5,5-tetramethyl-1,3,2-dioxaborolan-2-yl)-N-(4-(4,4,5,5-tetramethyl-1,3,2-dioxaborolan-2-yl)phenyl)aniline C1(=CC=CC=C1)N(C1=CC=C(C=C1)B1OC(C(O1)(C)C)(C)C)C1=CC=C(C=C1)B1OC(C(O1)(C)C)(C)C